ClC1=NC=C(C(=C1)C1=C(C=NC(=C1)C)C(=O)NC=1SC(=NN1)CC(F)F)OC 2'-chloro-N-(5-(2,2-difluoroethyl)-1,3,4-thiadiazol-2-yl)-5'-methoxy-6-methyl-(4,4'-bipyridine)-3-carboxamide